ClC1=CC(=C(C=C1)[C@@]1(OC2=C(O1)C=CC=C2C2CCN(CC2)CC=2N(C(=C(N2)C)C=2NOC(N2)=O)C[C@H]2OCC2)C)F 3-(2-((4-((S)-2-(4-chloro-2-fluorophenyl)-2-methylbenzo[d][1,3]dioxol-4-yl)piperidin-1-yl)methyl)-4-methyl-1-(((S)-oxetan-2-yl)methyl)-1H-imidazol-5-yl)-1,2,4-oxadiazol-5(2H)-one